C(C=C)(=O)O.C(C=C)(=O)O.C methane diacrylate